benzo-[1,3]-dioxolane O1COC2=C1C=CC=C2